3-chloro-2-{thieno[3,2-b]pyridin-7-yl}-5H,6H,7H-pyrazolo[1,5-a]pyrazin-4-one ClC=1C(=NN2C1C(NCC2)=O)C2=C1C(=NC=C2)C=CS1